C(C1=CC=CC=C1)N(C1=CC(=CC(=C1)OC)CO[Si](C)(C)C(C)(C)C)CC1=CC=CC=C1 N,N-dibenzyl-3-(((tert-butyldimethylsilyl)oxy)methyl)-5-methoxyaniline